2-ethylhexyl 2-(((2-ethylhexyl)(ethoxycarbonyl)amino)(4-chlorophenyl)methyl)benzoate C(C)C(CN(C(=O)OCC)C(C1=C(C(=O)OCC(CCCC)CC)C=CC=C1)C1=CC=C(C=C1)Cl)CCCC